CC1=NC2=CC=CC(=C2C=C1)CC(=O)O 2-(2-methylquinolin-5-yl)acetic acid